C1(=CC=CC2=CC=CC=C12)N(C1=CC=C(C2=CC=C(N(C3=CC=CC=C3)C3=CC=CC4=CC=CC=C34)C=C2)C=C1)C1=CC=CC=C1 bis(naphthalene-1-yl)-N,N'-bis(phenyl)-benzidine